[NH+]=1N[N+](=C2N=CC=CC21)[O-] triazolo[4,5-b]pyridinium-3-oxide